trans-1,2-diaminomethyl-cyclobutane platinum (II) [Pt+2].NC[C@H]1[C@@H](CC1)CN